C1(CCCC1)COC=1C=CC2=C(C(=C(O2)C)C(=O)O)C1 5-(cyclopentylmethoxy)-2-methylbenzofuran-3-carboxylic acid